1-(4-(4-fluorophenyl)-3,4-dihydroquinoxalin-1(2H)-yl)-2-(piperidin-1-yl)propan FC1=CC=C(C=C1)N1CCN(C2=CC=CC=C12)CC(C)N1CCCCC1